NC1=C(C=C(OC2=CC(=NC=C2)NC(=O)C2CCC2)C=C1)F N-(4-(4-amino-3-fluorophenoxy)pyridin-2-yl)cyclobutanecarboxamide